(2R)-1,1,1-trifluoropropan-2-amine FC([C@@H](C)N)(F)F